2-((1S,2R)-2-methoxycyclopentyl)quinoline-6-carbaldehyde CO[C@H]1[C@@H](CCC1)C1=NC2=CC=C(C=C2C=C1)C=O